1-phenyl-3-isoheptyl-1,3-propanedione C1(=CC=CC=C1)C(CC(=O)CCCCC(C)C)=O